CC1(C(CC=C1C)CC=O)C 2-(2,2,3-trimethylcyclopent-3-en-1-yl)-acetaldehyde